NC1=C(C=CC(=C1N)N)B(O)O 2,3,4-triaminophenylboronic acid